2-(2-bromo-4-chlorophenylmethyl)-3-(4-chlorophenyl)-4-fluoro-3-hydroxy-6-(2-hydroxypropan-2-yl)isoindolin-1-one BrC1=C(C=CC(=C1)Cl)CN1C(C2=CC(=CC(=C2C1(O)C1=CC=C(C=C1)Cl)F)C(C)(C)O)=O